3-[5-(1-hydroxy-3,6,9,12-tetraoxapentadecan-15-yl)-3-methyl-2-oxo-2,3-dihydro-1H-1,3-benzodiazol-1-yl]-1-methylpiperidine-2,6-dione OCCOCCOCCOCCOCCCC1=CC2=C(N(C(N2C)=O)C2C(N(C(CC2)=O)C)=O)C=C1